Vanadium fluorid [F-].[V+5].[F-].[F-].[F-].[F-]